tert-butyl 4-[4-fluoro-5-(methoxycarbonyl)thiophen-2-yl]-2-methylpiperazine-1-carboxylate FC=1C=C(SC1C(=O)OC)N1CC(N(CC1)C(=O)OC(C)(C)C)C